FC1=CC=C(C=C1)NC1=NC=C(C(=N1)N)OC1=C(C=C(C(=C1)S(=O)(=O)C)OC)C(C)C N2-(4-Fluoro-phenyl)-5-(2-isopropyl-5-methanesulfonyl-4-methoxy-phenoxy)-pyrimidine-2,4-diamine